3-[(4-acetylphenylcarbamoyl)ureido]phenyl 4-tolylsulfonate C1(=CC=C(C=C1)S(=O)(=O)OC1=CC(=CC=C1)NC(=O)NC(NC1=CC=C(C=C1)C(C)=O)=O)C